benzyl N-[3-[3-[[2-(2,6-dioxo-3-piperidyl)-1,3-dioxo-isoindolin-4-yl]-methyl-amino] cyclobutoxy]propyl]-N-methyl-carbamate O=C1NC(CCC1N1C(C2=CC=CC(=C2C1=O)N(C1CC(C1)OCCCN(C(OCC1=CC=CC=C1)=O)C)C)=O)=O